ClC=1C=C2C=NN(C2=C(C1)C(=O)NC1CC2(CC(C2)C(=O)O)C1)CC1=CC(=C(C=C1)I)F 6-(5-Chloro-1-(3-fluoro-4-iodobenzyl)-1H-indazole-7-carboxamido)spiro[3.3]heptane-2-carboxylic acid